1-(3-(2-methoxyethyl)-4-oxo-3,4-dihydroquinazolin-6-yl)-3-(3-(methylamino)phenyl)urea COCCN1C=NC2=CC=C(C=C2C1=O)NC(=O)NC1=CC(=CC=C1)NC